tert-Butyl 2-((((9H-fluoren-9-yl)methoxy) carbonyl)(methyl)amino)-3-(3-methoxy-4-(methylcarbamoyl)phenyl)propanoate C1=CC=CC=2C3=CC=CC=C3C(C12)COC(=O)N(C(C(=O)OC(C)(C)C)CC1=CC(=C(C=C1)C(NC)=O)OC)C